Perfluoroadipoyl chloride FC(C(=O)Cl)(C(C(C(C(=O)Cl)(F)F)(F)F)(F)F)F